N1(CCNCC1)C1SCCN1 piperazinyl-thiazolidine